tert-butyl 4-chloro-7-((6-((dimethylamino)methyl)-4-(tetrahydro-2H-pyran-4-yl)pyridin-2-yl)amino)-1-oxoisoindoline-2-carboxylate ClC1=C2CN(C(C2=C(C=C1)NC1=NC(=CC(=C1)C1CCOCC1)CN(C)C)=O)C(=O)OC(C)(C)C